trans-[4-(8-Fluoro-2-methyl-imidazo[1,2-a]pyridin-6-ylmethyl)-cyclohexyl]-((S)-3-pyrazin-2-yl-isoxazolidin-2-yl)-methanone FC=1C=2N(C=C(C1)C[C@@H]1CC[C@H](CC1)C(=O)N1OCC[C@H]1C1=NC=CN=C1)C=C(N2)C